6-((2-((3R,4R)-3-Amino-4-hydroxypiperidin-1-yl)-6-fluoro-1H-benzo[d]imidazol-1-yl)methyl)nicotinonitril N[C@@H]1CN(CC[C@H]1O)C1=NC2=C(N1CC1=NC=C(C#N)C=C1)C=C(C=C2)F